FCC1CN(C1)CCNC1=CC(=C(C=C1)C1N(C(CC2=C1NC1=CC=CC=C21)C)CC(F)(F)F)OC(F)(F)F N-(2-(3-(Fluoromethyl)azetidine-1-yl)ethyl)-4-(3-methyl-2-(2,2,2-trifluoroethyl)-2,3,4,9-Tetrahydro-1H-pyrido[3,4-b]indol-1-yl)-3-(trifluoromethoxy)aniline